N-[3-(2-chloro-5-fluorophenyl)-6-[(oxetan-2-yl)methyl]-1-oxo-2,3-dihydro-1H-isoindol-4-yl]-3-fluoro-5-(trifluoromethyl)benzamide ClC1=C(C=C(C=C1)F)C1NC(C2=CC(=CC(=C12)NC(C1=CC(=CC(=C1)C(F)(F)F)F)=O)CC1OCC1)=O